N2-(1-methyl-1H-pyrazol-4-yl)-5-[4-(trifluoromethyl)phenyl]Pyrimidine-2,4-diamine CN1N=CC(=C1)NC1=NC=C(C(=N1)N)C1=CC=C(C=C1)C(F)(F)F